ClC=1C=C2C(=CC1)NC(C21CCN(CC1)CCOC=1C=C2CNC(N(C2=C(C1)C(F)(F)F)C1CC(C1)(C)O)=O)=O 5-chloro-1'-(2-{[1-(3-hydroxy-3-methylcyclobutyl)-2-oxo-8-(trifluoromethyl)-1,2,3,4-tetrahydroquinazolin-6-yl]oxy}ethyl)-1,2-dihydrospiro[indole-3,4'-piperidin]-2-one